FC=1C=C(C=CC1N1CCN(CC1)C)NC=1N=CC2=C(N1)N(C=C2)C=2C=C(C=CC2)N2S(CCC2)(=O)=O 2-(3-(2-((3-Fluoro-4-(4-methylpiperazin-1-yl)phenyl)amino)-7H-pyrrolo[2,3-d]pyrimidin-7-yl)phenyl)isothiazolidine 1,1-dioxide